CC=1C=C(C=CC1C)S(=O)(=O)Cl 3,4-Dimethylbenzene-1-sulfonyl chloride